7-methoxy-2,3-indoledione COC=1C=CC=C2C(C(NC12)=O)=O